C1(=CC=C(C=C1)C1=CN=CC=N1)C 6-(p-tolyl)pyrazine